N-((5-(8-(((3S,4R)-3-fluoro-1-methylpiperidin-4-yl)amino)-3-vinylimidazo[1,2-a]pyrazin-2-yl)-1,3,4-thiadiazol-2-yl)methyl)cyclopropanecarboxamide F[C@H]1CN(CC[C@H]1NC=1C=2N(C=CN1)C(=C(N2)C2=NN=C(S2)CNC(=O)C2CC2)C=C)C